ClC=1C=C(C=CC1)NC1=NC=C(C=N1)C(=O)N1CCC12COC2 (2-((3-chlorophenyl)amino)pyrimidin-5-yl)(6-oxa-1-azaspiro[3.3]hept-1-yl)methanone